N-(o-nitrophenyl)isoquinolinium [N+](=O)([O-])C1=C(C=CC=C1)[N+]1=CC2=CC=CC=C2C=C1